C(CCCCCCC)C1(C2=CC(=CC=C2C=2C=CC(=CC12)B(O)O)B(O)O)CCCCCCCC.C(CCO)O.C(CCO)O Bis(1,3-propanediol) 9,9-dioctylfluorene-2,7-diboronate